O1C=CC2=C1CNC2 5,6-dihydro-4H-furo[2,3-c]pyrrole